O[C@@H]1[C@@]([C@@](C1)(C)CN(S(=O)(=O)C1=CC=C(C=C1)C)C)(C)CO N-(((1S,2R,3S)-3-Hydroxy-2-(hydroxymethyl)-1,2-dimethylcyclobutyl)methyl)-N,4-dimethylbenzenesulfonamide